N-[[2-[(cyclopentylmethyl-amino)methyl]-1H-indol-6-yl]methyl]-4-oxo-pyrido[1,2-a]pyrimidine-2-carboxamide C1(CCCC1)CNCC=1NC2=CC(=CC=C2C1)CNC(=O)C=1N=C2N(C(C1)=O)C=CC=C2